N-(3-(trifluoromethyl)phenyl)pyrazino[6',1':2,3]imidazo[4,5-b][1,6]naphthyridin-12-amine FC(C=1C=C(C=CC1)NC1=C2C(=NC3=CC=NC=C13)N1C(=N2)C=NC=C1)(F)F